CC(C=CC(C(=O)O)NC(C1=CC(=CC=C1)C=1SC=CC1)=O)(C)C 5,5-dimethyl-2-[m-(2-thienyl)benzoylamino]-3-hexenoic acid